C1(=CC=CC=C1)C1(CC(=NO1)C(=O)NS(=O)(=O)C1=CC=CC=C1)C1=CC=CC=C1 5,5-diphenyl-N-(benzenesulfonyl)-4,5-dihydro-isoxazole-3-carboxamide